C(C)(C)(C)N(C(O)=O)C1(CN(CC1)C1=C(C(=CC(=C1)Cl)CC)CN1C2=NC=NC(=C2N=C1)N)CCC(=O)NN.ICC1OC1 iodomethyl-oxirane tert-butyl-(1-(2-((6-amino-9H-purin-9-yl)methyl)-5-chloro-3-ethylphenyl)-3-(3-hydrazinyl-3-oxopropyl)pyrrolidin-3-yl)carbamate